2-(isopropylsulfonyl)-7-(4-(trifluoromethyl)-phenoxy)-1,2,3,4-tetra-hydroisoquinoline C(C)(C)S(=O)(=O)N1CC2=CC(=CC=C2CC1)OC1=CC=C(C=C1)C(F)(F)F